(3R)-3-({2-[1-(propan-2-yl)-1H-pyrazol-4-yl]-7-(trifluoromethyl)[1,2,4]triazolo[1,5-c]quinazolin-5-yl}amino)azepan-2-one CC(C)N1N=CC(=C1)C1=NN2C(=NC=3C(=CC=CC3C2=N1)C(F)(F)F)N[C@H]1C(NCCCC1)=O